BrC1=C(C(=C(C=C1)N1[C@H](CN(CC1)C(=O)OC(C)(C)C)C)F)F (S)-tert-butyl 4-(4-bromo-2,3-difluorophenyl)-3-methylpiperazine-1-carboxylate